2-(3,5-dimethoxy-4-methyl-phenyl)-4,4,5,5-tetramethyl-1,3,2-dioxaborolane COC=1C=C(C=C(C1C)OC)B1OC(C(O1)(C)C)(C)C